6-(trifluoromethyl)-1H-pyrrolo[3,2-b]pyridin-5-amine FC(C=1C=C2C(=NC1N)C=CN2)(F)F